(R)-benzyl 3-(1-bromoimidazo[1,5-a]pyrazin-3-yl)piperidine-1-carboxylate BrC=1N=C(N2C1C=NC=C2)[C@H]2CN(CCC2)C(=O)OCC2=CC=CC=C2